SCCCOCC(COCCCS)(COCCCS)COCCCS 3'-[[2,2-bis[(3-mercaptopropoxy)methyl]-1,3-propanediyl]bis(oxy)]bis-1-propanthiol